(R)-1-(3,3-difluoro-4-((4-methoxy-5-(1-(2,2,2-trifluoroethyl)-1H-benzo[d][1,2,3]triazol-6-yl)pyrrolo[2,1-f][1,2,4]triazin-2-yl-7-d)amino)piperidin-1-yl)ethan-1-one FC1(CN(CC[C@H]1NC1=NN2C(C(=N1)OC)=C(C=C2[2H])C=2C=CC1=C(N(N=N1)CC(F)(F)F)C2)C(C)=O)F